C(C)(C)(C)C=1C=C(C=C(C1O)C)CCC(=O)O 3-t-butyl-4-hydroxy-5-methylbenzenepropanoic acid